3-(prop-2-en-1-yl)dihydrofuran-2,5-dione ethyl-5-(N-(2-(4-(3-bromothiophene-2-carbonyl)piperazin-1-yl)phenyl)-N-phenethylsulfamoyl)-benzofuran-2-carboxylate C(C)OC(=O)C=1OC2=C(C1)C=C(C=C2)S(N(CCC2=CC=CC=C2)C2=C(C=CC=C2)N2CCN(CC2)C(=O)C=2SC=CC2Br)(=O)=O.C(C=C)C2C(OC(C2)=O)=O